N-(3-fluoro-5-(5-((1S,2R)-2-fluorocyclopropyl)-1,2,4-oxadiazol-3-yl)-2-methylphenyl)-6-(piperazin-1-yl)imidazo[1,2-a]pyridine-3-carboxamide FC=1C(=C(C=C(C1)C1=NOC(=N1)[C@H]1[C@@H](C1)F)NC(=O)C1=CN=C2N1C=C(C=C2)N2CCNCC2)C